CN1N=C2C(=CC(=CC2=C1)C1=CN2C(=NC(=CC2=O)N2CCN(CC2)C)S1)C 2-(2,7-dimethyl-2H-indazol-5-yl)-7-(4-methylpiperazin-1-yl)-5H-thiazolo[3,2-a]pyrimidin-5-one